ClC1=NC=C(C(=O)OC(C)(C)C)C(=C1)I tert-Butyl 6-chloro-4-iodonicotinate